4-((3'-oxo-2',3'-dihydro-1'H-spiro[cyclohexane-1,4'-pyrimido[5',4':4,5]pyrrolo[2,1-c][1,2,4]triazin]-7'-yl)amino)benzenesulfonamide O=C1C2(N3C(NN1)=CC1=C3N=C(N=C1)NC1=CC=C(C=C1)S(=O)(=O)N)CCCCC2